5-[bromo(methylsulfonyl)methyl]Furan-2-carboxylic acid ethyl ester C(C)OC(=O)C=1OC(=CC1)C(S(=O)(=O)C)Br